OC(C)(C)C1=C(C(NN=N1)=O)C1(C(C=CC=C1)O)C1=CC=CC=C1 1-hydroxy-isopropyl-1-phenyl-2-hydroxy-phenyltriazinone